2-((1H-pyrrolo[2,3-b]pyridin-5-yl)oxy)-4-(4-((6-(4-chlorophenyl)spiro[3.5]non-6-en-7-yl)methyl)piperazin-1-yl)-N-((4-nitro-2H-indazol-6-yl)sulfonyl)benzamide N1C=CC=2C1=NC=C(C2)OC2=C(C(=O)NS(=O)(=O)C=1C=C(C3=CNN=C3C1)[N+](=O)[O-])C=CC(=C2)N2CCN(CC2)CC2=C(CC1(CCC1)CC2)C2=CC=C(C=C2)Cl